propyl-methyldiethoxysilane C(CC)[Si](OCC)(OCC)C